Tert-butyl-6-amino-5-fluoro-3-methylquinazolin-4(3H)-one C(C)(C)(C)C1=NC2=CC=C(C(=C2C(N1C)=O)F)N